tris(dibenzylidene-propylcopper) dipalladium [Pd].[Pd].C(C1=CC=CC=C1)=C(CC=CC1=CC=CC=C1)[Cu].C(C1=CC=CC=C1)=C(CC=CC1=CC=CC=C1)[Cu].C(C1=CC=CC=C1)=C(CC=CC1=CC=CC=C1)[Cu]